OC=1C2(N3C(=CC=C3C(C1C(=O)NCC(=O)O)=O)C1=CC=CC=C1)CCCC2 (6'-hydroxy-8'-oxo-3'-phenyl-8'H-spiro[cyclopentane-1,5'-indolizine]-7'-carbonyl)glycine